α,α',α''-tris(3,5-di-n-butyl-4-hydroxyphenyl)1,3,5-triisopropylbenzene C(CCC)C=1C=C(C=C(C1O)CCCC)C(C)(C)C1=CC(=CC(=C1)C(C)(C)C1=CC(=C(C(=C1)CCCC)O)CCCC)C(C)(C)C1=CC(=C(C(=C1)CCCC)O)CCCC